(7-nitro-1,2,3,4-tetrahydronaphthalen-1-yl)pyrido[3,2-d]pyrimidin-4-amine [N+](=O)([O-])C1=CC=C2CCCC(C2=C1)C=1N=C(C2=C(N1)C=CC=N2)N